C1(CCCCC1)CN1CC2(CC(N3N=C(C=C32)C=3C=NC2=CC=CC=C2C3)C)C1 1-(cyclohexylmethyl)-6'-methyl-2'-(quinolin-3-yl)-5',6'-dihydrospiro[azetidine-3,4'-pyrrolo[1,2-b]pyrazole]